OC1CCN(CC1)C1=CC=C(C=C1)C1=NNC2=C1N=C(N=C2)N2[C@@H](CNC[C@@H]2C)C (3R,5S)-4-(3-(4-(4-Hydroxypiperidin-1-yl)phenyl)-1H-pyrazolo[4,3-d]pyrimidin-5-yl)-3,5-dimethylpiperazin